O1C[C@@H](CC1)OS(=O)(=O)C1=CC=C(C=C1)C 4-methylbenzenesulfonic acid (3R)-oxacyclopent-3-yl ester